C(C)(=O)OC1(CNC1)CC=1NC=CN1 3-(1H-imidazol-2-ylmethyl)azetidin-3-ol acetate